FC=1C=CC=C2C=CC=C(C12)N1CC=2N=C(N=C(C2CC1)N1CC2C(C1)C(NC2=O)=O)OCC21CCCN1CCC2 5-(7-(8-fluoronaphthalen-1-yl)-2-((hexahydro-1H-pyrrolizin-7a-yl)methoxy)-5,6,7,8-tetrahydropyrido[3,4-d]pyrimidin-4-yl)tetrahydropyrrolo[3,4-c]pyrrole-1,3(2H,3aH)-dione